The molecule is an organofluorine compound comprising salicylic acid having a 2,4-difluorophenyl group at the 5-position. It has a role as a non-steroidal anti-inflammatory drug and a non-narcotic analgesic. It is an organofluorine compound and a monohydroxybenzoic acid. It derives from a salicylic acid and a 1,3-difluorobenzene. C1=CC(=C(C=C1C2=C(C=C(C=C2)F)F)C(=O)O)O